(2R)-2-(6-{5-Chloro-2-[(2-methoxypyridin-4-yl)amino]pyrimidin-4-yl}-1-oxo-2,3-dihydro-1H-isoindol-2-yl)-N-[(1S)-1-[6-(ethylamino)pyridin-2-yl]-2-hydroxyethyl]propanamid ClC=1C(=NC(=NC1)NC1=CC(=NC=C1)OC)C1=CC=C2CN(C(C2=C1)=O)[C@@H](C(=O)N[C@H](CO)C1=NC(=CC=C1)NCC)C